2-(5-Fluoro-2-(methoxymethoxy)phenyl)-2-oxoacetic acid methyl ester COC(C(=O)C1=C(C=CC(=C1)F)OCOC)=O